C(CCCCCCCCCCCCCCCCC)N(CCCN(C)C)C N1-octadecyl-N1,N3,N3-trimethylpropane-1,3-diamine